(3R)-3-amino-5-[(4-chlorophenyl)methyl]-7-[5-(diethylamino)-1,2,4-triazin-3-yl]-8-fluoro-1,1-dioxo-2,3-dihydro-1λ6,5-benzothiazepin-4-one N[C@H]1CS(C2=C(N(C1=O)CC1=CC=C(C=C1)Cl)C=C(C(=C2)F)C=2N=NC=C(N2)N(CC)CC)(=O)=O